C1(CCCCC1)NCCC[Si](OC)(OC)C N-cyclohexyl-γ-aminopropyl-methyldimethoxysilane